2-(chloromethyl)-3-fluoro-pyridine ClCC1=NC=CC=C1F